CC1=C(N=NC(=C1C)N1CC=2C=C(C=NC2CC1)N1CC(OCC1)C=1C=NC=CC1)C#N 4,5-dimethyl-6-(3-(2-(pyridin-3-yl)morpholino)-7,8-dihydro-1,6-naphthyridin-6(5H)-yl)pyridazine-3-carbonitrile